dodecylbenzenesulfonic acid tributyltetradecylphosphonium salt C(CCC)[P+](CCCCCCCCCCCCCC)(CCCC)CCCC.C(CCCCCCCCCCC)C1=C(C=CC=C1)S(=O)(=O)[O-]